CN1N=NC2=C1C=CC(=C2C)C(C(C(=O)OC)(C)C)C2=CC(=C(C=C2)C)CN2C[C@H](OC=1C=C3C=NNC3=CC1C2)CC methyl 3-(1,4-dimethyl-1H-benzo[d][1,2,3]triazol-5-yl)-3-(3-(((R)-6-ethyl-1,6,7,9-tetrahydro-8H-[1,4]oxazepino[7,6-f]indazol-8-yl) methyl)-4-methylphenyl)-2,2-dimethylpropionate